1-[(3-chlorophenyl)methyl]-3-methyl-N-(1-methylcyclopropyl)-2-oxo-benzimidazole-5-sulfonamide ClC=1C=C(C=CC1)CN1C(N(C2=C1C=CC(=C2)S(=O)(=O)NC2(CC2)C)C)=O